5-bromo-N,6-dimethyl-picolinamide BrC=1C=CC(=NC1C)C(=O)NC